9-(3-amino-3-oxopropyl)-7-methoxy-9H-carbazole-2-carboxylic acid NC(CCN1C2=CC(=CC=C2C=2C=CC(=CC12)C(=O)O)OC)=O